tert-butyl 4-(1-(5-cyclopropyloxy-2-(1-methyl-1H-pyrazol-4-yl)-4-nitrophenyl)piperidin-4-yl)piperazine-1-carboxylate C1(CC1)OC=1C(=CC(=C(C1)N1CCC(CC1)N1CCN(CC1)C(=O)OC(C)(C)C)C=1C=NN(C1)C)[N+](=O)[O-]